BrC1=C(C=CC=C1)[I+]C1=C(C=C(C=C1C)C)C (2-bromophenyl)(2,4,6-trimethylphenyl)iodonium